tert-butyl-4-[4-[3-(2,6-dibenzyloxy-3-pyridyl)-1-methyl-indazol-7-yl]piperazine-1-carbonyl]-3-methyl-piperidine-1-carboxylate C(C)(C)(C)OC(=O)N1CC(C(CC1)C(=O)N1CCN(CC1)C=1C=CC=C2C(=NN(C12)C)C=1C(=NC(=CC1)OCC1=CC=CC=C1)OCC1=CC=CC=C1)C